CN1CCC2(CN(C2)C2=CC=CC=3N(C=NC32)C(=O)NCCC#CC3=CC=CC=C3)CC1 4-(7-Methyl-2,7-diazaspiro[3.5]nonan-2-yl)-N-(4-phenylbut-3-yn-1-yl)-1H-benzo[d]imidazole-1-carboxamide